NC1=NC2=CC(=CN=C2C(=C1)N[C@@](CO)(CCCC)C)C=1C=NC(=NC1)N1CC(CC1)C (2R)-2-((2-amino-7-(2-(3-methylpyrrolidin-1-yl)pyrimidin-5-yl)-1,5-naphthyridin-4-yl)amino)-2-methylhexan-1-ol